C(CNC(C(=C)C)=O)NC(C(=C)C)=O N,N'-ethylenebis-methacrylamide